3-(chloromethyl)-5-(3-(difluoromethoxy)-4-fluorophenyl)-2-(difluoromethyl)pyridine hydrochloride Cl.ClCC=1C(=NC=C(C1)C1=CC(=C(C=C1)F)OC(F)F)C(F)F